CC1(C(C1)(C1=CC=CC=C1)C1=CC=CC=C1)SC1=CC=CC=C1 (1-methyl-2,2-diphenylcyclopropyl)sulfanylbenzene